C1CC12CNCC2 5-azaspiro[2.4]heptane